3-(2-((tert-butyldimethylsilyl)oxy)ethoxy)-3-(trifluoromethyl)azetidine-1-carboxylic acid tert-butyl ester C(C)(C)(C)OC(=O)N1CC(C1)(C(F)(F)F)OCCO[Si](C)(C)C(C)(C)C